C(C)N1C(=NC2=C1C=C(C=C2)C#N)C=2C(=NC=NC2)C 1-Ethyl-2-(4-methylpyrimidin-5-yl)-1H-benzo[d]imidazol-6-carbonitril